2-((tert-butoxycarbonyl)amino)-2-cyclopropylacetic acid methyl ester COC(C(C1CC1)NC(=O)OC(C)(C)C)=O